COC=1C=C(C=CC1C)C1(CCC(CC1)N1C(NC2=CC(=CC(=C2C1)C)N1CC(C1)OC)=O)C(=O)N (3-Methoxy-4-methylphenyl)-4-(7-(3-methoxyazetidin-1-yl)-5-methyl-2-oxo-1,2-dihydroquinazolin-3(4H)-yl)cyclohexanecarboxamide